5-fluoro-2-(4,4-difluoropiperidin-1-yl)pyridin-3-amine FC=1C=C(C(=NC1)N1CCC(CC1)(F)F)N